ClC1=CC=C(C=C1)C1=C(CC[C@H](C1)C)CO (R)-(4'-chloro-5-methyl-3,4,5,6-tetrahydro-[1,1'-biphenyl]-2-yl)methanol